C(C1=CC=CC=C1)OC(=O)N[C@@H]1[C@H]([C@@H]2CC([C@H]1CC2)=O)C(=O)OCC ethyl (1S,2S,3S,4S)-3-(((benzyloxy)carbonyl)amino)-5-oxobicyclo[2.2.2]octane-2-carboxylate